N-(3-((5-((3s,4s)-4-amino-3-methyl-2-oxa-8-azaspiro[4.5]decan-8-yl)pyrazin-2-yl)mercapto)-2-chlorophenyl)-2-hydroxy-4-oxo-6,7,8,9-tetrahydro-4H-pyrido[1,2-a]pyrimidine-3-carboxamide N[C@@H]1[C@@H](OCC12CCN(CC2)C=2N=CC(=NC2)SC=2C(=C(C=CC2)NC(=O)C2=C(N=C1N(C2=O)CCCC1)O)Cl)C